N-(5-(o-tolyl)-1,3,4-thiadiazol-2-yl)benzo[c]isoxazole C1(=C(C=CC=C1)C1=NN=C(S1)N1OCC2=C1C=CC=C2)C